2-hexyldecyl 6-(10-bromo-N-hexyldecanamido)hexanoate BrCCCCCCCCCC(=O)N(CCCCCC)CCCCCC(=O)OCC(CCCCCCCC)CCCCCC